(2R,3S,4R,5R)-N-(3-Carbamoylphenyl)-3-[2-(Difluoromethoxy)-3,4-difluoro-phenyl]-4,5-dimethyl-5-(trifluoromethyl)tetrahydrofuran-2-carboxamid C(N)(=O)C=1C=C(C=CC1)NC(=O)[C@@H]1O[C@]([C@@H]([C@H]1C1=C(C(=C(C=C1)F)F)OC(F)F)C)(C(F)(F)F)C